iron-cerium-lanthanum-zinc [Zn].[La].[Ce].[Fe]